2-fluoro-α-methyl-[1,1'-biphenyl]-4-acetic acid 3-amino-propyl ester NCCCOC(C(C1=CC(=C(C=C1)C1=CC=CC=C1)F)C)=O